5-((2-hydroxyethyl)amino)-1H-pyrazole-4-carboxamide OCCNC1=C(C=NN1)C(=O)N